1-(6,7-dihydro-5H-benzo[6,7]cyclohepta[1,2-c]pyridazin-3-yl)-N3-(3-fluoro-4-(4-(diethylamino)piperidin-1-yl)phenyl)-1H-1,2,4-triazole-3,5-diamine N1=NC(=CC2=C1C1=C(CCC2)C=CC=C1)N1N=C(N=C1N)NC1=CC(=C(C=C1)N1CCC(CC1)N(CC)CC)F